COC(=O)C1=CC2=C(N(C(=N2)C=2N3CCN(C4=CC=CC(C2)=C34)C3CC(C3)NC(=O)C)C)C(=C1)OC 2-[9-(3-acetaminocyclobutyl)-1,9-diazatricyclo[6.3.1.04,12]dodeca-2,4(12),5,7-tetraen-2-yl]-7-methoxy-1-methyl-benzimidazole-5-carboxylic acid methyl ester